O[C@@H]1CCC=2C1=NC=C(C2)C(=O)N[C@H]2COC1=CC(=CC=C1C2)N2CCNCC2 (R)-7-hydroxy-N-((R)-7-(piperazin-1-yl)chroman-3-yl)-6,7-dihydro-5H-cyclopenta[b]pyridine-3-carboxamide